3-amino-1-((4-nitrophenyl)sulfonyl)azetidin-2-one NC1C(N(C1)S(=O)(=O)C1=CC=C(C=C1)[N+](=O)[O-])=O